N1(CCC[C@H]2CCCC[C@H]12)C([C@@H](CC#N)NC(OC(C)(C)C)=O)=O tert-butyl N-[(1R)-2-[(4aR,8aS)-3,4,4a,5,6,7,8,8a-octahydro-2H-quinolin-1-yl]-1-(cyanomethyl)-2-oxo-ethyl]carbamate